Cl.Cl.CN1N=C(C2=CC=C(C=C12)N(C1CCNCC1)C)C1C(NC(CC1)=O)=O 3-[1-methyl-6-[methyl(4-piperidyl)amino]indazol-3-yl]piperidine-2,6-dione dihydrochloride